FC1=CC2=C(NC(=N2)N2C=NC3=C2C=CC=C3)C=C1F 5',6'-difluoro-1'H-1,2'-bibenzo[d]imidazole